C(C)N1C=NC=C1CNC=1C=C(C(=O)O)C=C(C1)OC.FC1=C(OCC(=O)NC2(CCC2)C2=CC=C(C=C2)N)C=CC=C1 2-(2-fluorophenoxy)-N-(1-(4-aminophenyl)cyclobutyl)acetamide 3-(((1-ethyl-1H-imidazol-5-yl)methyl)amino)-5-methoxybenzoate